tert-butyl (2-(2,6-dioxopiperidin-3-yl)-1-oxoisoindolin-4-yl)glycinate O=C1NC(CCC1N1C(C2=CC=CC(=C2C1)NCC(=O)OC(C)(C)C)=O)=O